ClC=1C=C2C(=NC1)C(=CO2)C2=CC=C(C=C2)OC 6-chloro-3-(4-methoxyphenyl)furo[3,2-b]pyridine